3-(5-(((1R,2R,3S)-2-amino-3-hydroxycyclohexyl)methyl)-1-oxoisoindolin-2-yl)piperidine-2,6-dione N[C@@H]1[C@H](CCC[C@@H]1O)CC=1C=C2CN(C(C2=CC1)=O)C1C(NC(CC1)=O)=O